FC(C1=NN=C(O1)C=1C=CC(=NC1)CN1N=C(N=N1)C1=CC=C2NC(C3(NC2=C1)CCCC3)=O)F 7'-(2-((5-(5-(difluoromethyl)-1,3,4-oxadiazol-2-yl)pyridin-2-yl)methyl)-2H-tetrazol-5-yl)-1',4'-dihydro-3'H-spiro[cyclopentane-1,2'-quinoxaline]-3'-one